3-[6-bromo-3-(1-methyltriazolo[4,5-c]pyridin-7-yl)-2,4-dioxo-thieno[3,2-d]pyrimidin-1-yl]propionitrile BrC1=CC=2N(C(N(C(C2S1)=O)C=1C2=C(C=NC1)N=NN2C)=O)CCC#N